NCCCC[Si](OCC)(OCC)OCC δ-aminobutyltriethoxysilane